benzyl (3R)-3-[(2S)-1-[(S)-tert-butylsulfinyl]-4,4-dimethyl-pyrrolidin-2-yl]-3-methyl-pyrrolidine-1-carboxylate C(C)(C)(C)[S@](=O)N1[C@@H](CC(C1)(C)C)[C@]1(CN(CC1)C(=O)OCC1=CC=CC=C1)C